C(C1=CC=CC=C1)OC(=O)N[C@@]1(CNCC1)C(=O)OCC1=CC=CC=C1 benzyl (S)-3-(((benzyloxy)carbonyl)amino)pyrrolidine-3-carboxylate